FC1(CCC2=C1N=C(N=C2C=2C=C(C1=C(CCO1)C2)CNC(C)=O)N2[C@H]([C@@H](C2)O)C)F N-[[5-[7,7-difluoro-2-[(2S,3R)-3-hydroxy-2-methyl-azetidin-1-yl]-5,6-dihydrocyclopenta[d]pyrimidin-4-yl]-2,3-dihydrobenzofuran-7-yl]methyl]acetamide